CC(C)(C)OC(=O)N(CCCl)CCCl tert-butyl N,N-bis(2-chloroethyl)carbamate